tert-butyl (R)-2-((tert-butoxycarbonyl)amino)-5-((tert-butyldiphenylsilyl) oxy)pentanoate C(C)(C)(C)OC(=O)N[C@@H](C(=O)OC(C)(C)C)CCCO[Si](C1=CC=CC=C1)(C1=CC=CC=C1)C(C)(C)C